C(C1=CC=CC=C1)[C@H]1C(N(CCN1)[C@H](C(=O)N1CCC(CC1)CC(=O)N)CC(C)C)=O (1-{(S)-2-[(S)-3-Benzyl-2-oxo-1-piperazinyl]-4-methylvaleryl}-4-piperidyl)acetamide